FC1=C(C#N)C=CC(=C1F)F 2,3,4-triFluorobenzonitrile